O.C(#C)[C@]1([C@H](C[C@@H](O1)N1C=NC=2C(N)=NC(=NC12)F)O)CO 4'-ethynyl-2-fluoro-2'-deoxyadenosine, monohydrate